ClC1=C(C=CC(=C1)Cl)C(C(C)NC(=O)C=1C=NNC1)OC pyrazole-4-carboxylic acid [2-(2,4-dichloro-phenyl)-2-methoxy-1-methyl-ethyl]-amide